Isopropyl (S)-6'-cyclopropyl-3-fluoro-6-((1,1,1-trifluoropropan-2-yl)oxy)-[2,3'-bipyridine]-5-carboxylate C1(CC1)C1=CC=C(C=N1)C1=NC(=C(C=C1F)C(=O)OC(C)C)O[C@H](C(F)(F)F)C